2-(4-(4-(3-(4-amino-3-(4-phenoxyphenyl)-1H-pyrazolo[3,4-d]pyrimidin-1-yl)pyrrolidin-1-yl)butyryl)piperazin-1-yl)-N-(2-(2,6-dioxapiperidin-3-yl)-1,3-dioxoisoindol-4-yl)ethyl-Amide NC1=C2C(=NC=N1)N(N=C2C2=CC=C(C=C2)OC2=CC=CC=C2)C2CN(CC2)CCCC(=O)N2CCN(CC2)C(C[NH-])C2=C1C(N(C(C1=CC=C2)=O)C2ONOCC2)=O